BrC=1C=C2C(C(NC(C2=CC1)CCN)CCN)CCN 6-bromo-1,2,3,4-tetrahydroisoquinolinetriethylamine